methyl 5-(4-fluorophenyl)-4-oxo-1-[4-(trifluoromethoxy)phenyl]cinnoline-3-carboxylate FC1=CC=C(C=C1)C1=C2C(C(=NN(C2=CC=C1)C1=CC=C(C=C1)OC(F)(F)F)C(=O)OC)=O